C(=O)(O)[Fe](C(=O)O)(C(=O)O)(C(=O)O)C(=O)O penta(carboxy)iron